FC1(C(C1)C1=CC=CC(=N1)N1N=CC=2C=NC(=CC21)CC(=O)N)F (1-(6-(2,2-difluorocyclopropyl)pyridin-2-yl)-1H-pyrazolo[4,3-c]pyridin-6-yl)acetamide